COC(C(C(=O)C1CC1)C)=O 3-cyclopropyl-2-methyl-3-oxopropanoic acid methyl ester